O=C1N(CCC(N1)=O)C=1C=C(C(=NC1)N1CCN(CC1)C(=O)OCC1=CC=CC=C1)C(F)(F)F benzyl 4-(5-(2,4-dioxotetrahydropyrimidin-1(2H)-yl)-3-(trifluoromethyl)pyridin-2-yl)piperazine-1-carboxylate